[C@H]12CN(C[C@H](CC1)N2)C=2C1=C(N=C(N2)OC[C@]23CCCN3C[C@@H](C2)F)C(=C(N=C1)C=1C=C(C=C2C=CC=3OC=CC3C12)O)F 9-(4-((1R,5S)-3,8-diazabicyclo[3.2.1]octan-3-yl)-8-fluoro-2-(((2R,7aS)-2-fluorotetrahydro-1H-pyrrolizin-7a(5H)-yl)methoxy)pyrido[4,3-d]pyrimidin-7-yl)naphtho[2,1-b]furan-7-ol